CC=1C=CC2=C(NC(CCC2)=O)C1 8-methyl-1,3,4,5-tetrahydro-2H-benzo[b]azepin-2-one